FC(C(=O)O)(C(=O)O)F DIFLUORO-PROPANEDIOIC ACID